O=C1CCN(CC1)C(=O)OC(C)(C)C tertbutyl 4-oxopiperidine-1-carboxylate